CCCCCCCN 7-heptanamine